CC=1C=C2CCN(C2=CC1NC(C(C)N1C=C(C2=CC(=CC=C12)S(=O)(=O)N1CCCCC1)C)=O)CCNC(OC(C)(C)C)=O tert-butyl (2-(5-methyl-6-(2-(3-methyl-5-(piperidin-1-ylsulfonyl)-1H-indol-1-yl)propanamido)indolin-1-yl)ethyl)carbamate